OCC1CCN(C1)C(=O)O.C1(CCCCC1)S(=O)(=O)C(=[N+]=[N-])S(=O)(=O)C1=C(C=CC=C1)OC cyclohexylsulfonyl-(2-methoxyphenylsulfonyl)diazomethane 4-(hydroxymethyl)pyrrolidine-1-carboxylate